3,3'-dimethyldiphenyl ether CC1=CC(=CC=C1)OC2=CC=CC(=C2)C